C[N+](C)(C)CCOC(=O)CCC(=O)OCC[N+](C)(C)C The molecule is a quaternary ammonium ion that is the bis-choline ester of succinic acid. It has a role as a neuromuscular agent, a muscle relaxant and a drug allergen. It is a quaternary ammonium ion and a succinate ester.